8-bromo-2-(pyridin-4-ylmethyl)-1,3,4,12a-tetrahydrobenzo[e]pyrazino[1,2-a][1,4]diazepine-6,12(2H,11H)-dione BrC1=CC2=C(NC(C3N(C2=O)CCN(C3)CC3=CC=NC=C3)=O)C=C1